methyl (5-(1-(thiophene-2-sulfonyl)-1,2,5,6-tetrahydropyridin-4-yl)-3-hydroxy-pyridine-2-carboxylate) S1C(=CC=C1)S(=O)(=O)N1CC=C(CC1)C=1C=C(C(=NC1)C(=O)OC)O